CN(S(=O)(=O)C1=CC=C(C=C1)S(=O)(=O)NC1=C(C=CC=C1)[N+](=O)[O-])C N1,N1-dimethyl-N4-(2-nitrophenyl)benzene-1,4-disulfonamide